4-Morpholino-2-((3-phenyl-1H-pyrazol-5-yl)amino)pyrido[3',2':4,5]furo[3,2-d]pyrimidin-7-ol hydrochloride Cl.O1CCN(CC1)C=1C2=C(N=C(N1)NC1=CC(=NN1)C1=CC=CC=C1)C1=C(O2)N=C(C=C1)O